BrC1=CC=C(C(=N1)Cl)F 6-bromo-2-chloro-3-fluoro-pyridine